O=C1N(C(C2=CC=CC=C12)CC=1C=C(C(=O)N)C=CC1)CC1=CC2=C(NC(O2)=O)C=C1 3-((3-oxo-2-((2-oxo-2,3-dihydrobenzo[d]oxazol-6-yl)methyl)isoindolin-1-yl)methyl)benzamide